CC1=C(C(=CC=C1)C)N1SC2=NC=CC=C2C1=O 2-(2,6-dimethylphenyl)isothiazolo[5,4-b]pyridine-3(2H)-one